O=S1CC2=C(C1)C(=CC=C2)S(=O)(=O)O 1,3-dihydro-2-oxobenzo[c]thiophene-4-sulfonic acid